1-(3',5'-dichloro-5-((6-(3,3-dimethylpiperazin-1-yl)pyridin-3-yl)oxy)-[1,1'-biphenyl]-3-yl)-N-methyl-methylamine ClC=1C=C(C=C(C1)Cl)C1=CC(=CC(=C1)OC=1C=NC(=CC1)N1CC(NCC1)(C)C)CNC